N-(3-{[7-(dimethylamino)-5-methyl-[1,2,4]triazolo[1,5-a]pyrimidin-6-yl]methyl}phenyl)aminosulfonamide CN(C1=C(C(=NC=2N1N=CN2)C)CC=2C=C(C=CC2)NNS(=O)=O)C